N,N-diethyl-lauric acid amide C(C)N(C(CCCCCCCCCCC)=O)CC